pentanediol dicyanoacetate C(#N)C(C(=O)OC(CCCC)O)C#N